COC(C1=C(C=C(C=C1)C1=C2C=NN(C2=CC=C1C)C1OCCCC1)NC1=C(C=CC=C1)C(C)C)=O ((2-isopropylphenyl)amino)-4-(5-methyl-1-(tetrahydro-2H-pyran-2-yl)-1H-indazol-4-yl)benzoic acid methyl ester